C(#N)C=1C=C(C(=O)O)C=CC1 m-cyanobenzoic acid